tert-butyl 4-(5-fluoro-2-((tetrahydro-2H-pyran-4-yl)oxy)phenyl)piperidine-1-carboxylate FC=1C=CC(=C(C1)C1CCN(CC1)C(=O)OC(C)(C)C)OC1CCOCC1